8-((2-cinnamoyl-1,2,3,4-tetrahydroisoquinolin-6-yl)oxy)-N-hydroxyoctanoamide C(C=CC1=CC=CC=C1)(=O)N1CC2=CC=C(C=C2CC1)OCCCCCCCC(=O)NO